C(C)[C@@H]1N(CC2=CC(=CC(=C2C1)F)C(=O)OC)CC1CC2CCC(C1)N2C methyl (3S)-3-ethyl-5-fluoro-2-[(8-methyl-8-azabicyclo[3.2.1]octan-3-yl)methyl]-3,4-dihydro-1H-isoquinoline-7-carboxylate